ClC=1C=C(C=CC1Cl)C(=O)[C@@H]1[C@H](C1)C(=O)OCCO 2-Hydroxyethyl (1S,2S)-2-[(3,4-dichlorophenyl)carbonyl]cyclopropane-1-carboxylate